1-(2-((4-fluorophenyl)amino)-5-methylpyridin-4-yl)-N-(2-hydroxy-1-phenylethyl)-1H-imidazole-4-carboxamide FC1=CC=C(C=C1)NC1=NC=C(C(=C1)N1C=NC(=C1)C(=O)NC(CO)C1=CC=CC=C1)C